2-((E)-((E)-4-((E)-3-(3-bromophenyl)acryloyloxy)benzylidene)amino)-3-methylbutanoic acid BrC=1C=C(C=CC1)/C=C/C(=O)OC1=CC=C(\C=N\C(C(=O)O)C(C)C)C=C1